(4-((2-amino-3-chloropyridin-4-yl)oxy)-3-fluorophenyl)-1-(4-fluorophenyl)-6-methyl-2-keto-1,2-dihydropyridine-3-carboxamide NC1=NC=CC(=C1Cl)OC1=C(C=C(C=C1)C1=C(C(N(C(=C1)C)C1=CC=C(C=C1)F)=O)C(=O)N)F